C[SiH](Cl)C 1,1-dimethyl-1-chlorosilane